(4-(1-cyclopropyl-1H-indazol-3-yl)pyrimidin-2-yl)-N1-(2-(dimethylamino)ethyl)-5-methoxy-N1-methylbenzene-1,2,4-triamine C1(CC1)N1N=C(C2=CC=CC=C12)C1=NC(=NC=C1)C1=C(C(=CC(=C1N)OC)N(C)CCN(C)C)N